tert-butyl N-[2-[3-[[4-[(3-methoxy-4-methyl-phenyl) carbamoyl] cyclohexyl] amino]-N-methyl-anilino] ethyl]-N-methyl-carbamate COC=1C=C(C=CC1C)NC(=O)C1CCC(CC1)NC=1C=C(N(C)CCN(C(OC(C)(C)C)=O)C)C=CC1